3-(((6-(2-ethylphenyl)-2-methyl-1,2,3,4-tetrahydroisoquinolin-1-yl)methyl)amino)isonicotinic acid C(C)C1=C(C=CC=C1)C=1C=C2CCN(C(C2=CC1)CNC1=C(C(=O)O)C=CN=C1)C